C1(=CC=C(C=C1)C=O)C=O 1,4-benzenedicarboxaldehyde